C(C(C)C)(=O)N([C@@H](CCCCN)C(=O)[O-])C(C(C)C)=O.C(C(C)C)(=O)N([C@@H](CCCCN)C(=O)[O-])C(C(C)C)=O.[Zn+2] Zinc Di-(di-isobutyryl Lysinate)